(2S,4r)-N-[1-(5-cyano-2-pyridinyl)-4-piperidinyl]-1-[(2S)-2-(4-cyclopropyltriazol-1-yl)-3,3-dimethyl-butyryl]-4-hydroxy-pyrrolidine-2-carboxamide C(#N)C=1C=CC(=NC1)N1CCC(CC1)NC(=O)[C@H]1N(C[C@@H](C1)O)C([C@H](C(C)(C)C)N1N=NC(=C1)C1CC1)=O